C12(CC(C1)C2)C[C@H](CO)NC(OC(C)(C)C)=O tert-Butyl N-[(1R)-1-(1-bicyclo[1.1.1]pentanylmethyl)-2-hydroxy-ethyl]carbamate